2,2',2'',2'''-(((((2-oxoimidazolidine-1,3-diyl)bis(ethane-2,1-diyl))bis(azanediyl))bis(eth-ane-2,1-diyl))bis(azanetriyl))tetraacetonitrile O=C1N(CCN1CCNCCN(CC#N)CC#N)CCNCCN(CC#N)CC#N